C(C)C=1C=C(C=CC1OC1=C(C=NC2=CC(=CC=C12)O)C(C1=C(C=CC=C1)CC)=O)/C=C/C(=O)O (E)-3-(3-ethyl-4-((3-(2-ethylbenzoyl)-7-hydroxyquinolin-4-yl)oxy)phenyl)acrylic acid